CN1CCC[C@H]2CN(CC[C@@H]12)C1=CC=C(C=C1)[C@@H]1NC[C@H](CC1)C (4aS,8aR)-1-Methyl-6-[4-[(2R,5S)-5-methyl-2-piperidyl]phenyl]-2,3,4,4a,5,7,8,8a-octahydro-1,6-naphthyridine